CN1C(N(C(C=2N(C=NC12)C)=O)CC1CC(C1)C(C(F)(F)F)(C(F)(F)F)O)=O 3,7-dimethyl-1-[[3-[2,2,2-trifluoro-1-hydroxy-1-(trifluoromethyl)ethyl]cyclobutyl]methyl]purine-2,6-dione